N1-(1-(2-fluoroethyl)azetidin-3-yl)-N4-(8-(2-fluorophenyl)pyrido[3,4-d]pyrimidin-2-yl)benzene-1,4-diamine FCCN1CC(C1)NC1=CC=C(C=C1)NC=1N=CC2=C(N1)C(=NC=C2)C2=C(C=CC=C2)F